2,5-Dihydrofuran O1CC=CC1